FC1=CC=C(CC2=CC3=C(OC[C@@H](N3)C)N=C2C(=O)N2CCN(CC2)C)C=C1 (S)-(7-(4-fluorobenzyl)-2-methyl-2,3-dihydro-1H-pyrido[2,3-b][1,4]oxazin-6-yl)(4-methylpiperazin-1-yl)methanone